CN(C(=O)OC1=C(C(=O)O)C=CC=C1)C 2-((dimethylcarbamoyl)oxy)benzoic acid